2,6-dichloropyridine-4-amine ClC1=NC(=CC(=C1)N)Cl